COC=1C(=C(C=NC1)N)N 5-methoxypyridine-3,4-diamine